ClC=1C=C(C=C(C1)OC1CC1)[C@H]([C@@H](CN1CCCC1)NC(CC1CC2=CC=CC=C2C1)=O)O N-((1R,2R)-1-(3-chloro-5-cyclopropoxyphenyl)-1-hydroxy-3-(pyrrolidin-1-yl)propan-2-yl)-2-(2,3-dihydro-1H-inden-2-yl)acetamide